NC/C(/COC1=CC=C(C=C1)S(=O)(=O)CN1C(C2(CC1)CCCC2)=O)=C\F (E)-2-(((4-((2-(aminomethyl)-3-fluoroallyl)oxy)phenyl)sulfonyl)methyl)-2-azaspiro[4.4]nonan-1-one